5-{(E)-[1-(m-tolyl)ethylidene]hydrazino}-7-morpholino-3H-1,3,4-triazainden C1(=CC(=CC=C1)\C(\C)=N\NC=1N=C2NC=NC2=C(C1)N1CCOCC1)C